4-(3-(2-fluoro-4-methoxy-5-((1-tosyl-1H-indol-7-yl)methoxy)phenyl)ureido)thiophene-2,3-dicarboxylic acid dimethyl ester COC(=O)C=1SC=C(C1C(=O)OC)NC(=O)NC1=C(C=C(C(=C1)OCC=1C=CC=C2C=CN(C12)S(=O)(=O)C1=CC=C(C)C=C1)OC)F